(S)-(1,3-Dimethyl-azetidin-3-yl)-[3-(3-ethoxy-[1,2,4]oxadiazol-5-yl)-phenyl]-(4-isopropyl-phenyl)-methanol CN1CC(C1)(C)[C@](O)(C1=CC=C(C=C1)C(C)C)C1=CC(=CC=C1)C1=NC(=NO1)OCC